C(CCCCCCCCCCC)C=1[N+](CCN1)(CCO)CC(=O)O laurylcarboxymethylhydroxyethyl-imidazolinium